N(=[N+]=[N-])CCCCCCCC#C 9-Azidonon-1-yne